C1(CC1)N1N=CC(=C1)NC1=NC=C(C(=N1)C=1C(=C(C(=O)O)C=CC1)F)C (2-((1-cyclopropyl-1H-pyrazol-4-yl)amino)-5-methylpyrimidin-4-yl)-2-fluorobenzoic acid